NC1=C(C2=C(S1)C(C(CC2)(CCC2=NOC=C2)CC2CC2)=O)C(=O)OC(C)(C)C tert-Butyl 2-amino-6-(cyclopropylmethyl)-6-(2-(isoxazol-3-yl)ethyl)-7-oxo-4,5,6,7-tetrahydrobenzo[b]thiophene-3-carboxylate